3-(5-methyl-oxazol-2-yl)phenol CC1=CN=C(O1)C=1C=C(C=CC1)O